ClC1=CC=2C=3C=CC(=CC3N(C(N(C2N=C1)CC)=O)C1=C(C=C(C=C1F)NCCNC)F)C#N 4-chloro-10-(2,6-difluoro-4-{[2-(methylamino)ethyl]amino}phenyl)-8-ethyl-9-oxo-6,8,10-triazatricyclo[9.4.0.02,7]pentadeca-1(11),2(7),3,5,12,14-hexaene-13-carbonitrile